methoxyphenylboronic acid compound with tetrahydrofuran O1CCCC1.COC1=C(C=CC=C1)B(O)O